Cl.FC1([C@H](C1)N)F (1S)-2,2-difluorocyclopropanamine hydrochloride